Di(ethyleneoxyhydroxymethyl)ethyleneoxy-butoxy-dimethylsilylpropylchlorid C(COC(O)C(CC([Si](C)(C)OCCCC)OCCCl)(C(OCCCl)O)Cl)Cl